ethyl 2-bromo-2,2-difluoro-acetate BrC(C(=O)OCC)(F)F